(E)-N'-(tert-butyldiphenylsilyl)-N-((1,2,3,5,6,7-hexahydro-s-indacen-4-yl)carbamoyl)-2-((S)-2-methylpyrrolidin-2-yl)ethene-1-sulfonimidamide hydrochloride Cl.[Si](C1=CC=CC=C1)(C1=CC=CC=C1)(C(C)(C)C)N=S(=O)(NC(NC1=C2CCCC2=CC=2CCCC12)=O)\C=C\[C@]1(NCCC1)C